ClC1=C(C(=O)NC(=N)SC)C(=CC(=N1)Cl)Cl methyl (2,4,6-trichloronicotinoyl)carbamimidothioate